FC1=C(C=CC(=C1)C(F)(F)F)C1=NN=C(O1)OC[C@H]([C@H](CC)C)NC1=CC=C(C(=O)NCCC(=O)O)C=C1 3-(4-(((2S,3S)-1-((5-(2-fluoro-4-(trifluoromethyl)phenyl)-1,3,4-oxadiazol-2-yl)oxy)-3-methylpentan-2-yl)amino)benzamido)propanoic Acid